C(CCCC)OCC(COC(C)COC(C)COC(C)CO)O n-pentoxytetrapropylene glycol